C(C)C=1C(=CC=C2C=C(C=C(C12)N1CC=2N=C(N=C(C2C1=O)N1CCOCCC1)OCC#C)OCOC)F 6-[8-ethyl-7-fluoro-3-(methoxymethoxy)-1-naphthyl]-4-(1,4-oxazepan-4-yl)-2-prop-2-ynoxy-7H-pyrrolo[3,4-d]pyrimidin-5-one